1-(m-tolyl)-1H-benzo[d]Imidazole-5,6-dicarbonitrile C1(=CC(=CC=C1)N1C=NC2=C1C=C(C(=C2)C#N)C#N)C